4-(5-ethyl-1H-pyrazol-3-yl)-6-methoxy-N2,N2-dimethyl-7-(3-(pyrrolidin-1-yl)propoxy)quinazoline-2,4-diamine C(C)C1=CC(=NN1)C1(NC(=NC2=CC(=C(C=C12)OC)OCCCN1CCCC1)N(C)C)N